C(CCCCC)NC1=CC=C(C=C1)N N,N'-Hexyl-p-phenylendiamin